C(#N)CC1CCN(CC1)C1=NC(=CC=C1C(=O)NS(=O)(=O)C1=CC=NN1)C1=CC(=CC(=C1)OCC(C)C)F 2-[4-(Cyanomethyl)-1-piperidyl]-6-(3-fluoro-5-isobutoxyphenyl)-N-(1H-pyrazol-5-ylsulfonyl)pyridin-3-carboxamid